N-(4-amino-1H-pyrazolo[4,3-c]pyridin-7-yl)-2-((2S,5S)-5-methyl-2-(phenyl-d5)piperidin-1-yl)-2-oxoacetamide NC1=NC=C(C2=C1C=NN2)NC(C(=O)N2[C@@H](CC[C@@H](C2)C)C2=C(C(=C(C(=C2[2H])[2H])[2H])[2H])[2H])=O